N,N-dimethyl-6-(tris(((Z)-undec-5-en-2-yl)oxy)silyl)hexan-1-amine CN(CCCCCC[Si](OC(C)CC\C=C/CCCCC)(OC(C)CC\C=C/CCCCC)OC(C)CC\C=C/CCCCC)C